6-Hydroxy-7-methoxy-2-(2-(5-(4-methoxyphenyl)thiophen-2-yl)ethyl)-1,2,3,4-tetrahydroisoquinoline OC=1C=C2CCN(CC2=CC1OC)CCC=1SC(=CC1)C1=CC=C(C=C1)OC